C(C)(C)(C)OC(=O)NCC1=NC=CC(=C1F)C1=CC(=CC=2CCOC21)COC2=C(C=CC=C2)CC(=O)OCC ethyl 2-(2-((7-(2-(((tert-butoxycarbonyl)amino)methyl)-3-fluoropyridin-4-yl)-2,3-dihydrobenzofuran-5-yl)methoxy)phenyl)acetate